4-((6-((4-cyano-2-fluorophenoxy)methyl)-5-fluoropyridin-2-yl)oxy)piperidine C(#N)C1=CC(=C(OCC2=C(C=CC(=N2)OC2CCNCC2)F)C=C1)F